N-(2-(4-methylpiperazin-1-yl)pyridin-4-yl)-3-(quinoxalin-6-yl)-1H-pyrrolo[2,3-b]pyridin-5-amine CN1CCN(CC1)C1=NC=CC(=C1)NC=1C=C2C(=NC1)NC=C2C=2C=C1N=CC=NC1=CC2